(1S)-2-Acetyl-5-(ethylsulfonyl)-N-[4-(1,1,1,3,3,3-hexafluoro-2-hydroxypropan-2-yl)phenyl]-2,3-dihydro-1H-isoindol-1-carboxamid C(C)(=O)N1[C@@H](C2=CC=C(C=C2C1)S(=O)(=O)CC)C(=O)NC1=CC=C(C=C1)C(C(F)(F)F)(C(F)(F)F)O